COC1=C(CN(S(=O)(=O)C2=C(C=C(C=C2F)N2C[C@@]([C@@H](CC2)O)(CCC2=CC(=CC=C2)C(F)(F)F)N(C)C)F)C2=NC=NC=C2)C=CC(=C1)OC trans-N-(2,4-Dimethoxybenzyl)-4-(3-(dimethylamino)-4-hydroxy-3-(3-(trifluoromethyl)phenethyl)piperidin-1-yl)-2,6-difluoro-N-(pyrimidin-4-yl)benzenesulfonamide